NC1=CC=CC=2N=C(NC21)S amino-2-mercaptobenzimidazole